1-diisopropylamino-3-methylenehept-4,6-diene C(C)(C)N(CCC(C=CC=C)=C)C(C)C